Cl.C(C)(C)(C)OC(CCN)=O β-alanine tert-butyl ester hydrochloride